BrC1=CC(=C(C(=O)NC2=CC(=NC(=C2)C)N2CCC(CC2)(F)F)C=C1)N1CCC2(CC2)CC1 4-Bromo-N-(2-(4,4-difluoropiperidin-1-yl)-6-methylpyridin-4-yl)-2-(6-azaspiro[2.5]octan-6-yl)benzamide